trans-4-((4-(2-Cyclopropyloxazol-4-yl)-pyridine-2-yl)((trans-4-(5-methoxy-6-methylpyridin-2-yl)-cyclohexyl)methyl)-carbamoyl)cyclohexyl methyl carbonate C(O[C@@H]1CC[C@H](CC1)C(N(C[C@@H]1CC[C@H](CC1)C1=NC(=C(C=C1)OC)C)C1=NC=CC(=C1)C=1N=C(OC1)C1CC1)=O)(OC)=O